OCC(C(=O)O)(CC)CO 2,2-dihydroxymethyl-butyric acid